methyl picolinate (methyl picolinimidate) CC=1C(=NC=CC1)C(O)=N.N1=C(C=CC=C1)C(=O)OC